(4S)-3'-(2,6-Difluoro-4-iodo-phenyl)-1-(2-trimethylsilylethoxymethyl)spiro[6,7-dihydro-5H-indazole-4,6'-hexahydropyrimidine]-2',4'-dione FC1=C(C(=CC(=C1)I)F)N1C(N[C@@]2(CC1=O)C=1C=NN(C1CCC2)COCC[Si](C)(C)C)=O